CN(C1=CC=C(C=C1)C(=C(C1=CC=CC=C1)C1=CC=C(C=C1)C1=CC(=C(S1)C1=C(C(=C(C2=NSN=C21)C=2SC(=CC2CCCCCC)C2=CC=C(C=C2)C(=C(C2=CC=C(C=C2)N(C)C)C2=CC=CC=C2)C2=CC=CC=C2)N)N)CCCCCC)C2=CC=CC=C2)C 4,7-bis(5-(4-(2-(4-(dimethylamino)phenyl)-1,2-diphenylvinyl)phenyl)-3-hexylthiophen-2-yl)benzo[c][1,2,5]thiadiazole-5,6-diamine